6-hydroxyphthalonitrile OC=1C=CC=C(C1C#N)C#N